4-(aminomethyl)-2,6-di-tert-butylphenol NCC1=CC(=C(C(=C1)C(C)(C)C)O)C(C)(C)C